NC1=CC(=NC=N1)N([C@@H]1C[C@@H]([C@@H]2[C@H]1OC(O2)(C)C)C(O)C2=CC(=C(C=C2)F)F)C ((3aR,4R,6R,6aS)-6-((6-aminopyrimidin-4-yl)(methyl)amino)-2,2-dimethyltetrahydro-4H-cyclopenta[d][1,3]dioxol-4-yl)(3,4-difluorophenyl)methanol